BrC1=NN(C(=C1C#N)NC1=CC=C(C=N1)OCCCCC(=O)OC(C)(C)C)COCC[Si](C)(C)C tert-butyl 5-({6-[(3-bromo-4-cyano-1-{[2-(trimethylsilyl)ethoxy]methyl}-1H-pyrazol-5-yl)amino]pyridin-3-yl}oxy)pentanoate